5H-imidazo[2,1-i]purin-5-one monohydrochloride Cl.N=1C=NC2=NC(N3C(C12)=NC=C3)=O